C(C)(C)(C)OC(NCC(CO)(C)C)=O tertiary butyl-(3-hydroxy-2,2-dimethylpropyl)carbamate